O1C(=CC=C1)C1=NN2C(N=C(C=C2)C(=O)O)=C1 (2-furyl)pyrazolo[1,5-a]pyrimidine-5-carboxylic acid